C(C)(C)C1C(CC(CC1=O)\C=C\C1=CC=CC=C1)=O (E)-2-isopropyl-5-styrylcyclohexane-1,3-dione